[5-[2-(6-tert-butyl-8-fluoro-1-oxo-phthalazin-2-yl)-3-(hydroxymethyl)-4-pyridinyl]-1-methyl-2-oxo-3-pyridinyl]-2-fluoro-cyclopropanecarboxamide C(C)(C)(C)C=1C=C2C=NN(C(C2=C(C1)F)=O)C1=NC=CC(=C1CO)C=1C=C(C(N(C1)C)=O)C1(C(C1)F)C(=O)N